ClC=1C(=NC(=C(C(=O)NC2=CC(=C(C=C2)F)C(N)=NO)C1)N1CCC(CCC1)(F)F)C(F)F 5-chloro-2-(4,4-difluoroazepan-1-yl)-6-difluoromethyl-N-(4-fluoro-3-(N'-hydroxyamidino)phenyl)nicotinamide